2-(((3S,6S,7aS,8aR,9aR)-3-(((3S,4S)-4-fluoro-1-(1H-1,2,4-triazol-3-yl)pyrrolidin-3-yl)carbamoyl)-5-oxodeca-hydro-1H-cyclopropa[d]pyrrolo[1,2-a]azocin-6-yl)carbamoyl)benzo[b]thiophen F[C@@H]1[C@H](CN(C1)C1=NNC=N1)NC(=O)[C@@H]1CC[C@H]2N1C([C@H](C[C@H]1[C@@H](C2)C1)NC(=O)C1=CC2=C(S1)C=CC=C2)=O